N-(4-bromo-2,5-difluorophenyl)-1-(4-methylbenzenesulfonyl)pyrrole-3-sulfonamide BrC1=CC(=C(C=C1F)NS(=O)(=O)C1=CN(C=C1)S(=O)(=O)C1=CC=C(C=C1)C)F